(2R,4R)-1-((3-chloro-2-fluorophenyl)sulfonyl)-2-ethyl-4-((3-fluoro-6-((5-methyl-1H-pyrazol-3-yl)amino)pyridin-2-yl)methyl)piperidine-4-carboxylic acid ClC=1C(=C(C=CC1)S(=O)(=O)N1[C@@H](C[C@@](CC1)(C(=O)O)CC1=NC(=CC=C1F)NC1=NNC(=C1)C)CC)F